C=1(C(=CC=C2C=CC=CC12)S(=O)(=O)O)S(=O)(=O)O naphthalenedisulphonic acid